3-(((2-Chloro-4-(trifluoromethyl)phenyl)sulfinyl)methyl)azetidine 2,2,2-trifluoroacetate tert-Butyl-3-(((2-chloro-4-(trifluoromethyl)phenyl)sulfinyl)methyl)azetidine-1-carboxylate C(C)(C)(C)OC(=O)N1CC(C1)CS(=O)C1=C(C=C(C=C1)C(F)(F)F)Cl.FC(C(=O)O)(F)F.ClC1=C(C=CC(=C1)C(F)(F)F)S(=O)CC1CNC1